C(C)(=O)N[C@H](C(=O)N[C@H](C(=O)N[C@@H](C(C)C)C(=O)OCC)CCC(C=[N+]=[N-])=O)CC1=CNC2=CC=CC=C12 Ethyl ((S)-2-((S)-2-acetamido-3-(1H-indol-3-yl) propanamido)-6-diazo-5-oxohexanoyl)-L-valinate